COC1=CC=C(CN2C3C(OC(=C2C2=NC=C(C=C2)C(F)(F)F)C3)[2H])C=C1 5-(4-methoxybenzyl)-6-(5-(trifluoromethyl)pyridin-2-yl)-2-oxa-5-azabicyclo[2.2.1]hept-1(6)-ene-3-d